octahydro-6-methyl-3-[(R)-1-methyl-4-phenylbutoxy]-1,9-phenanthridinediol 1-acetate C(C)(=O)OC1CC(CC2NC(C3C=CC(=CC3=C12)O)C)O[C@@H](CCCC1=CC=CC=C1)C